(2S,5R)-N-(4-fluorophenyl)-N,5-dimethylpyrrolidine-2-carboxamide FC1=CC=C(C=C1)N(C(=O)[C@H]1N[C@@H](CC1)C)C